8-methoxy-7-(tetramethyl-1,3,2-dioxaborolan-2-yl)-N-[(1R)-1-[3-(trifluoromethyl)phenyl]ethyl]pyrazolo[1,5-a]quinazolin-5-amine COC1=C(C=C2C(=NC=3N(C2=C1)N=CC3)N[C@H](C)C3=CC(=CC=C3)C(F)(F)F)B3OC(C(O3)(C)C)(C)C